1-(((3S)-1-((3-cyano-1-azetidinyl)sulfonyl)-3-piperidinyl)carbonyl)-N-(5-fluoro-2-methoxybenzyl)-D-prolinamide C(#N)C1CN(C1)S(=O)(=O)N1C[C@H](CCC1)C(=O)N1[C@H](CCC1)C(=O)NCC1=C(C=CC(=C1)F)OC